4-methyl-8-azabicyclo[3.2.1]octane-8-carboxylate CC1CCC2CCC1N2C(=O)[O-]